C(C)(=O)O[C@H]([C@@H](CNC(C1=CC=C(C=C1)OC1=CC=C(C=C1)O)=O)OC(C)=O)[C@@H]1O[C@](C[C@@H]([C@H]1NC(COC(C)=O)=O)OC(C)=O)(SC1=CC=C(C=C1)C)C(=O)OC (1R,2R)-1-((2R,3R,4S,6R)-4-acetoxy-3-(2-acetoxyacetamido)-6-(methoxycarbonyl)-6-(p-tolylthio)tetrahydro-2H-pyran-2-yl)-3-(4-(4-hydroxyphenoxy)benzamido)propane-1,2-diyl diacetate